ethyl 1-(4-((4,4-difluorocyclohexyl)amino)-6-(3-hydroxycyclobutoxy) pyrimidin-2-yl)-1H-pyrazole-3-carboxylate FC1(CCC(CC1)NC1=NC(=NC(=C1)OC1CC(C1)O)N1N=C(C=C1)C(=O)OCC)F